O=C1NC(CCC1N1C(N(C2=C1C=CC=C2CC[C@@H](C)OC2CCN(CC2)C(=O)OC(C)(C)C)C)=O)=O 1-Tert-butyl 4-(((2R)-4-(1-(2,6-dioxopiperidin-3-yl)-3-methyl-2-oxo-2,3-dihydro-1H-benzo[d]imidazol-4-yl) butan-2-yl)oxy)piperidine-1-carboxylate